(R)-1-(6-(4-(5-chloro-6-methyl-1H-indazol-4-yl)-5-methyl-3-phenyl-1H-pyrazol-1-yl)-2-azaspiro[3.3]hept-2-yl)propan-2-en-1-one ClC=1C(=C2C=NNC2=CC1C)C=1C(=NN(C1C)C1CC2(CN(C2)C(C=C)=O)C1)C1=CC=CC=C1